benzyl-aminocaprolactam C(C1=CC=CC=C1)C1(C(=O)NCCCC1)N